4'H,6'H-spiro[cyclohexane-1,5'-furo[2,3-b]pyran] O1C=CC2=C1OCC1(C2)CCCCC1